(S)-9-amino-4-ethyl-8-fluoro-4-hydroxy-11-(hydroxymethyl)-1,12-dihydro-14H-pyrano[3',4':6,7]indolizino[1,2-b]quinoline-3,14(4H)-dione NC1=CC=2C(=C3C(=NC2C=C1F)C1=CC2=C(C(N1C3)=O)COC([C@]2(O)CC)=O)CO